ClC1=C(C(=CC(=N1)N1CC2(CN(C2)C(=O)OC(C)(C)C)C1)C(F)(F)F)C#N tert-butyl 6-(6-chloro-5-cyano-4-(trifluoromethyl) pyridin-2-yl)-2,6-diazaspiro[3.3]heptane-2-carboxylate